N-((2-(6-((4-azaspiro[2.5]octan-7-yl)oxy)pyridin-2-yl)-1,6-naphthyridin-7-yl)methyl)-4-methyl-3-(methylsulfonyl)benzamide C1CC12NCCC(C2)OC2=CC=CC(=N2)C2=NC1=CC(=NC=C1C=C2)CNC(C2=CC(=C(C=C2)C)S(=O)(=O)C)=O